(R)-1-(1-(2-ethylbutyl)piperidin-3-yl)-5-(8-methoxy-[1,2,4]triazolo[1,5-a]pyridin-6-yl)-6-(trifluoromethyl)-1,3-dihydro-2H-benzo[d]imidazol-2-one C(C)C(CN1C[C@@H](CCC1)N1C(NC2=C1C=C(C(=C2)C=2C=C(C=1N(C2)N=CN1)OC)C(F)(F)F)=O)CC